C(C)(C)(C)OC(=O)N1C(OC[C@@H]1C(C)(C)S(=O)(=O)CC(=O)OC(C)(C)C)(C)C (R)-4-(2-((2-(tert-butoxy)-2-oxoethyl)sulfonyl)propan-2-yl)-2,2-dimethylOxazolidine-3-carboxylic acid tert-butyl ester